2-(3,5-dichloro-4-((6-methoxy-5-(2-oxopyrrolidin-1-yl)pyridin-3-yl)oxy)phenyl)-3,5-dioxo-2,3,4,5-tetrahydro-1,2,4-triazine-6-carbonitrile ClC=1C=C(C=C(C1OC=1C=NC(=C(C1)N1C(CCC1)=O)OC)Cl)N1N=C(C(NC1=O)=O)C#N